N[C@@H](C1CCN(CC1)C(C)=O)C1=C(C=C(C(=C1)Cl)Cl)O (S)-1-(4-(amino(4,5-dichloro-2-hydroxyphenyl)methyl)piperidin-1-yl)ethanone